germanium-tantalum [Ta].[Ge]